6-(4-chloro-phenyl)-2-phenyl-benzothiazole ClC1=CC=C(C=C1)C1=CC2=C(N=C(S2)C2=CC=CC=C2)C=C1